FC1=C(OC=2C=C3CCN(C3=CC2C=2C=3C(C(N(C2)C)=O)=CN(N3)C)S(=O)(=O)CC)C=CC(=C1)F 7-(5-(2,4-difluorophenoxy)-1-(ethylsulfonyl)indolin-6-yl)-2,5-dimethyl-2,5-dihydro-4H-pyrazolo[4,3-c]pyridin-4-one